9-bromo-7-fluoro-1,2-dihydro-4H-pyrrolo[3,2,1-ij]quinolin-4-one BrC1=CC(=C2C=CC(N3C2=C1CC3)=O)F